BrCCCOC1=CSC=C1C 3-(3-bromopropoxy)-4-methylthiophene